S1C(=CC=C1C(=O)[O-])C=1SC=CC1.[K+] potassium 2,2'-bithiophene-5-carboxylate